C(C=C)N1[C@@H](CC1)CN1C2=C(OCC3(CCOC4=CC(=CC=C34)Cl)C1)C=CC(=C2)C(=O)NS(=O)(=O)[C@H](C)[C@H](CC=C)C 5-(((S)-1-allylazetidin-2-yl)methyl)-7'-chloro-N-(((2R,3S)-3-methylhexan-5-en-2-yl)sulfonyl)-4,5-dihydro-2H-spiro[benzo[b][1,4]oxazepine-3,4'-chroman]-7-carboxamide